FCCNS(=O)(=O)C1=CC(=CC=C1)OC[C@H](CN[C@H]1COC2(C1)CCN(CC2)S(=O)(=O)C=2C=NC1=CC=CC=C1C2)O N-(2-fluoroethyl)-3-((S)-2-hydroxy-3-((R)-8-(quinolin-3-ylsulfonyl)-1-oxa-8-azaspiro[4.5]dec-3-ylamino)propoxy)benzenesulfonamide